ClC=1C=NC(=NC1)NC1CCN(CC1)S(=O)(=O)C=1C=C(CN2CCN(CC2)C2=CC=C3C(=NN(C3=C2)CC(F)(F)F)N2C(NC(CC2)=O)=O)C=CC1 1-(6-(4-(3-((4-((5-chloropyrimidin-2-yl)amino)piperidin-1-yl)sulfonyl)benzyl)-piperazin-1-yl)-1-(2,2,2-trifluoroethyl)-1H-indazol-3-yl)dihydropyrimidine-2,4(1H,3H)-dione